(((2R,3S,4R,5S)-3-azido-5-(dimethoxymethyl)-4-fluorotetrahydrofuran-2-yl)methoxy)(tert-butyl)diphenylsilane N(=[N+]=[N-])[C@H]1[C@@H](O[C@H]([C@@H]1F)C(OC)OC)CO[Si](C1=CC=CC=C1)(C1=CC=CC=C1)C(C)(C)C